[1-[3,6-dimethyl-2-(2-methylindazol-5-yl)-4-oxo-chromen-8-yl]ethylamino]benzenesulfonamide CC1=C(OC2=C(C=C(C=C2C1=O)C)C(C)NC1=C(C=CC=C1)S(=O)(=O)N)C1=CC2=CN(N=C2C=C1)C